4,4'-methylenebis(3,5-di-t-butyl-2,6-dihydroxybenzoic acid) C(C1=C(C(=C(C(=O)O)C(=C1C(C)(C)C)O)O)C(C)(C)C)C1=C(C(=C(C(=O)O)C(=C1C(C)(C)C)O)O)C(C)(C)C